ClC=1C=C2C(=C(C(N(C2=NC1C1=C(C=CC=C1OC)F)C=1C(=NC=CC1C)C(C)C)=O)[N+](=O)[O-])N1[C@H](CN(CC1)C(=O)[O-])C(=O)OC 3-methyl (3R)-4-(6-chloro-7-(2-fluoro-6-methoxyphenyl)-1-(2-isopropyl-4-methylpyridin-3-yl)-3-nitro-2-oxo-1,2-dihydro-1,8-naphthyridin-4-yl)piperazine-1,3-dicarboxylate